3-[(3-morpholinopropyl)diethoxysilyl]styrene O1CCN(CC1)CCC[Si](C=1C=C(C=C)C=CC1)(OCC)OCC